OC1(CC(C1)C(=O)N)C 3-hydroxy-3-methyl-cyclobutane-1-carboxamide